9-[(1h)-3-pyrazolyl]-2-oxo-1-[3-(trifluoromethyl)phenyl]-1,2-dihydrobenzo[h][1,6]naphthyridine N1N=C(C=C1)C1=CC=2C(=NC=C3C=CC(N(C23)C2=CC(=CC=C2)C(F)(F)F)=O)C=C1